(5r,8r)-8-(5-Bromo-6-methoxy-2H-indazol-2-yl)-3-oxa-1-azaspiro[4.5]decan-2-one BrC1=CC2=CN(N=C2C=C1OC)C1CCC2(COC(N2)=O)CC1